(R)-4-(3-(4-amino-(4-phenoxyphenyl)-1H-pyrazolo[3,4-d]pyrimidin-1-yl)piperidine-1-carbonyl)benzoic acid methyl ester COC(C1=CC=C(C=C1)C(=O)N1C[C@@H](CCC1)N1N=C(C=2C1=NC=NC2N)C2=CC=C(C=C2)OC2=CC=CC=C2)=O